CC1=CC(OCC1)=O 4-methyl-5,6-dihydropyran-2-one